NC1=NC=C(C(=N1)C)C1=C(C=C2C(=NC=NC2=C1)N1CCN(CC1)C(C=C)=O)Cl 1-(4-(7-(2-amino-4-methylpyrimidin-5-yl)-6-chloroquinazolin-4-yl)piperazin-1-yl)prop-2-en-1-one